(S)-2-(difluoromethoxy)-5-fluoro-N-(1-(3-fluorophenyl)ethyl)-N-methylpyridine-3-sulfonamide FC(OC1=NC=C(C=C1S(=O)(=O)N(C)[C@@H](C)C1=CC(=CC=C1)F)F)F